P(=O)(O)(O)OC[C@@H]1[C@H]([C@H]([C@@H](O1)N1C(=O)NC(=O)CC1)O)O Dihydrouridine-5'-monophosphate